4-((3-methoxyphenylethyl) amino)-4-oxobutanoate COC=1C=C(C=CC1)CCNC(CCC(=O)[O-])=O